N-[(5-Amino-1,3,4-oxadiazol-2-yl)methyl]-2-[2-chloro-5-(2-hydroxyethyl)phenyl]sulfanyl-N-[(4-cyano-2-fluoro-phenyl)methyl]acetamide NC1=NN=C(O1)CN(C(CSC1=C(C=CC(=C1)CCO)Cl)=O)CC1=C(C=C(C=C1)C#N)F